1-Ethyl-3-(7-chloro-5-(4-oxo-3,4-dihydrophthalazin-1-yl)-1H-benzimidazol-2-yl)urea C(C)NC(=O)NC1=NC2=C(N1)C(=CC(=C2)C2=NNC(C1=CC=CC=C21)=O)Cl